(2S)-2-({2-methyl-5-[(2-methyl-1,3-thiazol-5-yl)methoxy]-1-benzothiophen-3-yl}formamido)propanamide CC=1SC2=C(C1C(=O)N[C@H](C(=O)N)C)C=C(C=C2)OCC2=CN=C(S2)C